3β-hydroxycholestan O[C@@H]1CC2CC[C@H]3[C@@H]4CC[C@H]([C@@H](CCCC(C)C)C)[C@]4(CC[C@@H]3[C@]2(CC1)C)C